N1(CCC1)C1=C(C(=NC=N1)NC1=NNC2=CC(=CC=C12)[C@@H]1C[C@@]12C(NC1=CC=C(C=C21)OC)=O)OC (1R,2S)-2-(3-{[6-(azetidin-1-yl)-5-methoxypyrimidin-4-yl]amino}-1H-indazol-6-yl)-5'-methoxyspiro[cyclopropane-1,3'-indol]-2'(1'H)-one